CN1N=CC2=CC(=C(C=C12)OC1=CC=C(C=C1)OCCO[C@@H]1COCCC1)C(=O)N 1-methyl-6-[4-[2-[(3S)-tetrahydropyran-3-yl]oxyethoxy]phenoxy]indazole-5-carboxamide